5-Chloro-2-[6-Chloro-2-[[(3R)-1-ethyl-3-piperidyl]amino]oxazolo[4,5-b]pyridin-5-yl]phenol ClC=1C=CC(=C(C1)O)C1=C(C=C2C(=N1)N=C(O2)N[C@H]2CN(CCC2)CC)Cl